NC/C(/CN1N=CN(C1=O)C1=CC(=C(C(=C1)F)Br)F)=C/F 2-[(2Z)-2-(aminomethyl)-3-fluoroprop-2-en-1-yl]-4-(4-bromo-3,5-difluorophenyl)-2,4-dihydro-3H-1,2,4-triazol-3-one